CSC1=NC=C(C(=N1)C(=O)NCCNNC1=C(C=CC=C1Cl)Cl)Br 2-methylsulfanyl-5-bromo-N-(2-(2-(2,6-dichlorophenyl)hydrazino)ethyl)-pyrimidine-4-carboxamide